3-adamantan-1-yl-N-(3,4-dihydroxybenzyl)-4-hydroxy-benzoic acid amide C12(CC3CC(CC(C1)C3)C2)C=2C=C(C(=O)NCC3=CC(=C(C=C3)O)O)C=CC2O